2-chloro-N-(2-(3,4-dimethylpiperazin-1-yl)benzyl)-9-isopropyl-9H-purin-6-amine ClC1=NC(=C2N=CN(C2=N1)C(C)C)NCC1=C(C=CC=C1)N1CC(N(CC1)C)C